CC1=CSC2=C1N=CN=C2N 7-methylthieno[3,2-d]pyrimidin-4-amine